Cl.CN(C)CC=1C=2C=C3C(=NC2C=CC1O)C1=CC2=C(C(N1C3)=O)COC([C@]2(O)CC)=O (S)-10-[(dimethylamino)methyl]-4-ethyl-4,9-dihydroxy-1H-pyrano[3',4':6,7]indolizino[1,2-b]quinoline-3,14(4H,12H)-dione monohydrochloride